C1=CC=CC=2C3=CC=CC=C3N(C12)C1=NC(=NC(=N1)N1C2=CC=CC=C2C=2C=CC=CC12)N1C2=CC=CC=C2C=2C=CC=CC12 2,4,6-tris(9H-carbazol-9-yl)-1,3,5-triazine